C(#N)CNC(C1=CC=C(C=C1)C1=NC(=NC=C1C)NC=1C=NN(C1)C1CCN(CC1)C(=O)C1C(C1)(F)F)=O N-(cyanomethyl)-4-(2-((1-(1-(2,2-difluorocyclopropane-1-carbonyl)piperidin-4-yl)-1H-pyrazol-4-yl)amino)-5-methylpyrimidin-4-yl)benzamide